di(4-bromophenyl)phosphoric acid BrC1=CC=C(C=C1)OP(OC1=CC=C(C=C1)Br)(O)=O